(+-)-3-(4-methoxyphenyl)-2-methyl-propanal COC1=CC=C(C=C1)C[C@H](C=O)C |r|